C(C)OC(=O)N1[C@H]2CC([C@@H](C1)CC2)N2C[C@H]1C([C@H]1C2)C(N(CC)CC)=O (1r,4r)-5-[(1r,5s,6r)-6-(diethylcarbamoyl)-3-azabicyclo[3.1.0]hexane-3-yl]-2-azabicyclo[2.2.2]octane-2-carboxylic acid ethyl ester